C(C)OC(CCCN)OCC 4,4-diethoxybutylamine